methyl (2-cyano-3-methylphenyl)carbamate C(#N)C1=C(C=CC=C1C)NC(OC)=O